N[C@H](C(=O)OC)CCC(C)C Methyl (2S)-2-amino-5-methyl-hexanoate